BrC=1C(=CC=2N(C1)C=C(N2)CC)OC 1-(6-bromo-7-methoxyimidazo[1,2-a]pyridin-2-yl)ethan